4-propynyloxy-6-fluorocoumarin C(#CC)OC1=CC(OC2=CC=C(C=C12)F)=O